N-(2-(3,3-difluoropyrrolidin-1-yl)-4-(3,4-dihydro-2H-pyran-6-yl)pyridin-3-yl)-2-iso-propylpyrimidine-5-carboxamide FC1(CN(CC1)C1=NC=CC(=C1NC(=O)C=1C=NC(=NC1)C(C)C)C1=CCCCO1)F